3-(2-Hydroxy-1-(3-methoxyphenyl)ethyl)-7-(5-methyl-1H-pyrazol-4-yl)quinazolin-4(3H)-one OCC(C1=CC(=CC=C1)OC)N1C=NC2=CC(=CC=C2C1=O)C=1C=NNC1C